C[C@]12CC[C@H](C([C@@H]1CC[C@@]3(C2=CC=C4[C@]3(CC[C@@]5([C@H]4CC(CC5)(C)C)C(=O)O)C)C)(C)C)O The molecule is a pentacyclic triterpenoid that is oleana-9(11),12-diene substituted by an alpha-hydroxy group at position 3 and a carboxy group at position 28. Isolated from the leaves and twigs of Fatsia polycarpa, it exhibits anti-HBV activity. It has a role as a metabolite, an anti-HBV agent and a plant metabolite. It is a hydroxy monocarboxylic acid and a pentacyclic triterpenoid. It derives from a hydride of an oleanane.